C(C)OC(CC)(OC=1C=C(C=C)C=CC1)C m-(1-ethoxy-1-methylpropoxy)styrene